CN1C(NC=2N=C(N(C2C1=O)C)S(=O)(=O)C)=O 1,7-dimethyl-8-(methylsulfonyl)-3,7-dihydro-1H-purine-2,6-dione